FC1=C(C=CC(=C1)C1=NC=CC=C1)CN (2-Fluoro-4-(pyridin-2-yl)phenyl)methylamine